Cl.Cl.N1N=CC(=C1)C1=CC=C(C=C1)NC(C(CN)C1=CC=CC=C1)=O N-(4-(1H-pyrazol-4-yl)phenyl)-3-amino-2-phenylpropionamide dihydrochloride